2-((4-(6-((4-acetyl-3-methoxybenzyl)oxy)pyridine-2-yl)piperidin-1-yl)methyl)-1-(oxetan-2-ylmethyl)-1H-benzo[d]imidazole-6-carboxylic acid methyl ester COC(=O)C=1C=CC2=C(N(C(=N2)CN2CCC(CC2)C2=NC(=CC=C2)OCC2=CC(=C(C=C2)C(C)=O)OC)CC2OCC2)C1